1-[(2R,3S,4R,5R)-4-[(tert-butyldimethylsilyl)oxy]-5-{[(tert-butyldimethylsilyl)oxy]methyl}-3-fluorooxolan-2-yl]-5-fluoro-3H-pyrimidine-2,4-dione [Si](C)(C)(C(C)(C)C)O[C@H]1[C@@H]([C@@H](O[C@@H]1CO[Si](C)(C)C(C)(C)C)N1C(NC(C(=C1)F)=O)=O)F